1-(2-(1-acetylpiperidin-4-yl)ethyl)-4-chloro-N-(3-fluoro-5-(thiophen-2-ylethynyl)pyridin-2-yl)-1H-pyrazole-3-carboxamide C(C)(=O)N1CCC(CC1)CCN1N=C(C(=C1)Cl)C(=O)NC1=NC=C(C=C1F)C#CC=1SC=CC1